(2-(dimethylamino)ethyl)-2-(4-(dimethylamino)phenyl)-5-(2-nitrophenyl)oxazole-4-carboxamide CN(CCNC(=O)C=1N=C(OC1C1=C(C=CC=C1)[N+](=O)[O-])C1=CC=C(C=C1)N(C)C)C